N-(6-(2,3-dimethylphenyl)benzo[d]thiazol-2-yl)-2-fluorocyclopropane-1-carboxamide 1-octylnonyl-8-[2-[(2R)-2-(hydroxymethyl)piperazin-1-yl]ethyl-(6-oxo-6-undecoxy-hexyl)amino]octanoate C(CCCCCCC)C(CCCCCCCC)OC(CCCCCCCN(CCCCCC(OCCCCCCCCCCC)=O)CCN1[C@H](CNCC1)CO)=O.CC1=C(C=CC=C1C)C1=CC2=C(N=C(S2)NC(=O)C2C(C2)F)C=C1